6-[4-[acetyl(cyclopropylmethyl)amino]-3-chloro-phenyl]-N-[2-(1H-imidazol-4-yl)ethyl]pyridine-3-carboxamide C(C)(=O)N(C1=C(C=C(C=C1)C1=CC=C(C=N1)C(=O)NCCC=1N=CNC1)Cl)CC1CC1